3,4-difluoro-2-(2-fluoro-4-iodo-anilino)-5-formyl-benzoic acid FC=1C(=C(C(=O)O)C=C(C1F)C=O)NC1=C(C=C(C=C1)I)F